3-ethyl-2-((3-methoxy-2,2-dimethyl-3-oxopropyl)imino)-2,3-dihydrobenzo[d]thiazole-6-carboxylic acid tert-butyl ester C(C)(C)(C)OC(=O)C1=CC2=C(N(C(S2)=NCC(C(=O)OC)(C)C)CC)C=C1